CN(C(=O)[C@@H]1CN(CC[C@H]1NC(=O)C1=NOC(=C1)C1=C(C=C(C=C1)F)F)C1CCCCC1)C (3R,4R)-1-cyclohexyl-4-{[5-(2,4-difluoro-phenyl)-isoxazole-3-carbonyl]-amino}-piperidine-3-carboxylic acid dimethylamide